The molecule is a pyridinemonocarboxylic acid that is 5-methylpyridine-3-carboxylic acid which is substituted at position 2 by a 4,5-dihydro-imidazol-2-yl group, which in turn is substituted at positions 4, 4, and 5 by isopropyl, methyl, and oxo groups, respectively. It is a pyridinemonocarboxylic acid, an imidazolone, a member of imidazolines and a member of methylpyridines. CC1=CC(=C(N=C1)C2=NC(C(=O)N2)(C)C(C)C)C(=O)O